COC1O[C@@H]([C@H]2OC(O[C@H]21)(C)C)CC(=O)N(C)C 2-[(3aR,6R,6aR)-4-Methoxy-2,2-dimethyl-3a,4,6,6a-tetrahydro-furo[3,4-d][1,3]-dioxol-6-yl]-N,N-dimethyl-acetamide